BrC=1C=C(C=2N(C1)C=C(N2)C(=O)N2C[C@H]([C@@]1(CC2)NCC2=CC=CC=C2C1)O)C(C)(C)O (6-bromo-8-(2-hydroxypropan-2-yl)imidazo[1,2-a]pyridin-2-yl)((3R,3'R)-3'-hydroxy-1,4-dihydro-2H-spiro[isoquinoline-3,4'-piperidin]-1'-yl)methanone